ruthenium-silver [Ag].[Ru]